2-[2-(dimethylamino)-ethoxy]ethanol CN(CCOCCO)C